6-(2,4-Dimethoxypyrimidin-5-yl)-4-((1S,2R)-2-isopropylcyclopropyl)-3-(prop-1-yn-1-yl)pyridazine COC1=NC=C(C(=N1)OC)C1=CC(=C(N=N1)C#CC)[C@@H]1[C@H](C1)C(C)C